(3S)-3-{[N-(4-ethoxy-1H-indole-2-carbonyl)-4-methyl-L-leucyl]amino}-2-oxo-4-[(3S)-2-oxopiperidin-3-yl]butyl 2-cyano-2-methylpropanoate C(#N)C(C(=O)OCC([C@H](C[C@H]1C(NCCC1)=O)NC([C@@H](NC(=O)C=1NC2=CC=CC(=C2C1)OCC)CC(C)(C)C)=O)=O)(C)C